C(C1=CC=CC=C1)OC1=CC=C(C=C1)N1C(NC=2C=NC(=CC21)Cl)=O 1-(4-(benzyloxy)phenyl)-6-chloro-1,3-dihydro-2H-imidazo[4,5-c]Pyridin-2-one